1-(2-Chlorophenyl)-4-(cyclopropylamino)-7-(1,1-difluoroethyl)quinazolin-2(1H)-one ClC1=C(C=CC=C1)N1C(N=C(C2=CC=C(C=C12)C(C)(F)F)NC1CC1)=O